CN([P@](OC[C@H]1O[C@H](C[C@@H]1O[Si](C1=CC=CC=C1)(C1=CC=CC=C1)C(C)(C)C)N1C2=NC=NC(=C2N=C1)/N=C\1/N(CCC1)C)(=O)Cl)C ((2R,3S,5R)-3-((tert-butyldiphenylsilyl)oxy)-5-(6-(((E)-1-methylpyrrolidin-2-ylidene)amino)-9H-purin-9-yl)tetrahydrofuran-2-yl)methyl (R)-dimethylphosphoramidochloridate